N-(6-(4-(1,1-dioxidothiomorpholino)-1H-imidazol-1-yl)-5-fluoropyridin-3-yl)-2-(5-methyl-3-(trifluoromethyl)-1H-pyrazol-1-yl)acetamide O=S1(CCN(CC1)C=1N=CN(C1)C1=C(C=C(C=N1)NC(CN1N=C(C=C1C)C(F)(F)F)=O)F)=O